CN(C(C=C)=O)C (N,N-dimethyl)acrylamide